ClC=1C(=NC=C(C1NC=1C(=C2C(N(C=NC2=CC1)C)=O)C)F)N(S(=O)(=O)CCC)COCC[Si](C)(C)C N-(3-chloro-4-((3,5-dimethyl-4-oxo-3,4-dihydroquinazolin-6-yl)amino)-5-fluoropyridin-2-yl)-N-((2-(trimethylsilyl)ethoxy)methyl)propane-1-sulfonamide